6-[4-({5-[(7R)-7-amino-2-azabicyclo[2.2.1]heptane-2-carbonyl]-2-[1-(cyclopropylmethyl)-1H-indol-2-yl]-7-methoxy-1H-1,3-benzodiazol-1-yl}methyl)-1H-pyrazol-1-yl]pyridin-2-ol N[C@H]1C2N(CC1CC2)C(=O)C2=CC1=C(N(C(=N1)C=1N(C3=CC=CC=C3C1)CC1CC1)CC=1C=NN(C1)C1=CC=CC(=N1)O)C(=C2)OC